ethyl 1-[(1S)-1-(3-cyanophenyl) ethyl]-1H-imidazole-4-carboxylate C(#N)C=1C=C(C=CC1)[C@H](C)N1C=NC(=C1)C(=O)OCC